(R)-3-(1,3-bisoxoisoindolin-2-yl)-2-methylpropylcarbamic acid tert-butyl ester C(C)(C)(C)OC(NC[C@H](CN1C(C2=CC=CC=C2C1=O)=O)C)=O